(2R)-N-((1R,2R,4S)-7-cyano-7-azabicyclo[2.2.1]heptan-2-yl)-1-(3,5-dichlorobenzyl)-2-azetidinecarboxamide C(#N)N1[C@H]2[C@@H](C[C@@H]1CC2)NC(=O)[C@@H]2N(CC2)CC2=CC(=CC(=C2)Cl)Cl